C(=CCCCCCCCCCC)C(C(=O)[O-])CC(=O)[O-] Dodecenylsuccinate